CC1=CC=C(C=C1)S(=O)(=O)OC=1C2=C(N=C(N1)OC[C@]13CCCN3C[C@@H](C1)F)CN(CC2)C2=CC(=CC1=CC=C(C(=C21)CC)F)OCC2=CC=CC=C2 7-(3-(benzyloxy)-8-ethyl-7-fluoronaphthalen-1-yl)-2-(((2R,7aS)-2-fluorohexahydro-1H-pyrrolizin-7a-yl)methoxy)-5,6,7,8-tetrahydropyrido[3,4-d]pyrimidin-4-yl 4-methylbenzenesulfonate